CS(=O)(=O)C(CC)=O (methylsulfonyl)propan-1-one